CC1=CN=C2N1N=C(C=C2)C2=CNC=1N=C(N=CC12)NCC(F)(F)F 5-(3-methylimidazo[1,2-b]pyridazin-6-yl)-N-(2,2,2-trifluoroethyl)-7H-pyrrolo[2,3-d]pyrimidin-2-amine